ON1[C@@H]2CC[C@H](N(C1=O)C2)C(=O)NNC(=O)C2CCN(CC2)C(=O)OC(C)(C)C tert-Butyl 4-[(2-{[(2S,5R)-6-hydroxy-7-oxo-1,6-diazabicyclo[3.2.1]oct-2-yl]carbonyl}hydrazinyl)carbonyl]piperidine-1-carboxylate